2-[1-[2-(3-Methoxycarbonyl-3,9-diazaspiro[5.5]undecan-9-yl)-6-methyl-4-oxo-chromen-8-yl]ethylamino]benzoic acid COC(=O)N1CCC2(CC1)CCN(CC2)C=2OC1=C(C=C(C=C1C(C2)=O)C)C(C)NC2=C(C(=O)O)C=CC=C2